O=C1CC(C2=CC=CC=C12)=O 1,3-DI-OXO-INDENE